((2-(3-bromo-2-methyl phenyl)-7-cyanobenzo[d]oxazol-5-yl)methyl)pyrrolidine-3-carboxylate BrC=1C(=C(C=CC1)C=1OC2=C(N1)C=C(C=C2C#N)COC(=O)C2CNCC2)C